(S)-2-((1-(4-cyano-3,6-dimethyl-2-morpholinoquinolin-8-yl)ethyl)amino)benzoic acid C(#N)C1=C(C(=NC2=C(C=C(C=C12)C)[C@H](C)NC1=C(C(=O)O)C=CC=C1)N1CCOCC1)C